ClC1CCCC=2C=CN=CC12 8-chloro-5,6,7,8-tetrahydroisoquinoline